N1CC(CC1)NC1=CC=C2C(NC(=NC2=C1)CSC1CCOCC1)=O 7-(Pyrrolidin-3-ylamino)-2-(((tetrahydro-2H-pyran-4-yl)thio)methyl)quinazolin-4(3H)-one